N1=CC=C(C=C1)C=1N=C(C2=C(N1)C=NC=C2)NC2(CCCC2)CO (1-{[2-(pyridin-4-yl)pyrido[3,4-d]pyrimidin-4-yl]amino}cyclopentyl)methanol